5-[(2S)-2-(aminomethyl)-4-fluoro-6-hydroxy-2,3-dihydro-1H-inden-5-yl]-1λ6,2,5-thiadiazolidine-1,1,3-trione NC[C@H]1CC2=CC(=C(C(=C2C1)F)N1CC(NS1(=O)=O)=O)O